6-(2-methylimidazo[1,2-a]pyridin-6-yl)-2-(piperidin-4-yl)-1,3-benzothiazole CC=1N=C2N(C=C(C=C2)C2=CC3=C(N=C(S3)C3CCNCC3)C=C2)C1